1-[3-(4-methoxybenzylamino)-4-hydroxyphenyl]-2-[4-(1-benzimidazolyl)-2-methyl-2-butylamino]ethanol COC1=CC=C(CNC=2C=C(C=CC2O)C(CNC(C)(CCN2C=NC3=C2C=CC=C3)C)O)C=C1